N1C=CC2=CC(=CC=C12)N 1H-indol-5-ylamin